D-homopropargylglycine N[C@H](CCC#C)C(=O)O